4-((2-(cyclopropylmethyl)-6-fluoro-1,2,3,4-tetrahydroisoquinolin-7-yl)(methyl)amino)benzonitrile hydrochloride Cl.C1(CC1)CN1CC2=CC(=C(C=C2CC1)F)N(C1=CC=C(C#N)C=C1)C